((2-((1s,3s)-3-((tert-butyloxycarbonyl)amino)cyclobutoxy)-5-fluoropyridin-3-yl)methyl)pyrazolo[1,5-a]pyrimidin-3-carboxylate C(C)(C)(C)OC(=O)NC1CC(C1)OC1=NC=C(C=C1COC(=O)C=1C=NN2C1N=CC=C2)F